[C@H]12CN(C[C@H](CC1)N2)C=2C1=C(N=C(N2)OC[C@]23CCCN3C[C@@H](C2)F)C(=C(N=C1C#CC)C1=CC=CC2=CC=CC(=C12)CC)F 4-((1R,5S)-3,8-diazabicyclo[3.2.1]oct-3-yl)-7-(8-ethylnaphthalen-1-yl)-8-fluoro-2-(((2R,7aS)-2-fluorotetrahydro-1H-pyrrolizin-7a(5H)-yl)methoxy)-5-(propynyl)pyrido[4,3-d]pyrimidine